3-(1-(3-(2-(2-((2-(2,6-dioxopiperidin-3-yl)-1,3-dioxoisoindolin-4-yl)amino)ethoxy)ethoxy)propanoyl)piperidin-4-yl)-1-(pyridin-2-yl-1H-pyrazol-5-yl)-6-(1H-pyrazol-5-yl)picolinamide O=C1NC(CCC1N1C(C2=CC=CC(=C2C1=O)NCCOCCOCCC(=O)N1CCC(CC1)C=1C(N(C(=CC1)C1=CC=NN1)C1=CC=NN1C1=NC=CC=C1)C(=O)N)=O)=O